C(C)(C)C=1SC(=C(N1)C1=CC=CC=C1)OC1=CC(=NC=C1)NC1=CC(=NC=C1)C(C)(C)O 2-(4-((4-((2-Isopropyl-4-phenylthiazol-5-yl)oxy)pyridin-2-yl)amino)pyridin-2-yl)propan-2-ol